2-((benzyloxy)methyl)-1-methyl-1H-imidazo[4,5-d]thieno[3,2-b]pyridin-4-amine C(C1=CC=CC=C1)OCC1=NC=2C(=C3C(=NC2N)C=CS3)N1C